t-butyl 6-((methylsulfonyl) oxy)-2-azaspiro[3.3]heptane-2-carboxylate CS(=O)(=O)OC1CC2(CN(C2)C(=O)OC(C)(C)C)C1